BrC1=CC2=NC(=C3C(=C2S1)N(C=N3)C)N 7-bromo-1-methyl-1H-imidazo[4,5-d]thieno[3,2-b]pyridin-4-amine